BrC=1C(=C(SC1Br)C(=S)NC1(CC1)C(=O)O)F 1-{[(4,5-dibromo-3-fluoro-2-thienyl)carbonothioyl]amino}cyclopropanecarboxylic acid